(2,3-dimethoxyphenyl) acrylate C(C=C)(=O)OC1=C(C(=CC=C1)OC)OC